1-(3-chloro-5-fluorophenyl)-5,5-difluoro-3-(furan-3-yl)-4,5,6,7-tetrahydro-1H-indol-4-ol ClC=1C=C(C=C(C1)F)N1C=C(C=2C(C(CCC12)(F)F)O)C1=COC=C1